(2S,3R,4R,5S)-4-[[3-(3,4-difluorophenyl)-4,5-dimethyl-5-(trifluoromethyl)tetrahydrofuran-2-carbonyl]amino]pyridine-2-carboxamide FC=1C=C(C=CC1F)[C@@H]1[C@H](O[C@@]([C@@H]1C)(C(F)(F)F)C)C(=O)NC1=CC(=NC=C1)C(=O)N